NC=1N=C(C=C2C=C(N=CC12)NC(=O)[C@@H]1[C@H]([C@@H]1C)CC#N)C=1C=NC=CC1C (1S,2S,3S)-N-[8-amino-6-(4-methylpyridin-3-yl)-2,7-naphthyridin-3-yl]-2-(cyanomethyl)-3-methylcyclopropane-1-carboxamide